tin(II) di(2-ethylhexanoate) C(C)C(C(=O)[O-])CCCC.C(C)C(C(=O)[O-])CCCC.[Sn+2]